O1N=NC(C1)=O 4-oxadiazolone